COCCN1CCN(CC1)C1=C(C2=C(CNCC2)S1)C=1SC2=C(N1)C=CC(=C2)C=2C=NC(=CC2)N2CCNCC2 2-(2-(4-(2-methoxyethyl)piperazin-1-yl)-4,5,6,7-tetrahydrothieno[2,3-c]pyridin-3-yl)-6-(6-(piperazin-1-yl)pyridin-3-yl)benzo[d]thiazole